1-(2-((4-fluorophenyl)ethynyl)-4'-(piperazin-1-yl)-[1,1'-biphenyl]-4-yl)-3-(2-(pyridin-3-yl)ethyl)urea FC1=CC=C(C=C1)C#CC1=C(C=CC(=C1)NC(=O)NCCC=1C=NC=CC1)C1=CC=C(C=C1)N1CCNCC1